C(C)C1=C(C=CC(=N1)N)C=1C(=CC=C2CCCOC12)F 6-Ethyl-5-(7-fluoro-chroman-8-yl)pyridin-2-amine